ClC=1C=C2C=C(NC2=CC1N1N=C(C=C1)C1CC1)CNC(C)=O N-((5-chloro-6-(3-cyclopropyl-1H-pyrazol-1-yl)-1H-indol-2-yl)methyl)acetamide